6-ethyloxan-2-one C(C)C1CCCC(O1)=O